5-phenyl-piperidine C1(=CC=CC=C1)C1CCCNC1